ClC1=C(C(=O)OC)C=C(C=C1)NC1=NOC(C1)(C(F)(F)F)C1=CC(=C(C(=C1)Cl)F)Cl methyl 2-chloro-5-[[5-(3,5-dichloro-4-fluoro-phenyl)-5-(trifluoromethyl)-4H-isoxazol-3-yl]amino]benzoate